FC1=CC(=C(C(=C1)C(C)C)NC(=O)N=[S@@](=O)(N)C1=CC=C(C=C1)S(=O)(=O)C)C(C)C (S)-N'-(4-fluoro-2,6-diisopropylphenylcarbamoyl)-4-(methylsulfonyl)benzene-sulfonimidamide